C(C)=C(C(C)S(=O)(=O)[O-])S(=O)(=O)[O-] 1,1-ethylene-1,2-propanedisulfonate